1,1-bis(4-isocyanatophenyl)-3,3,5-trimethylcyclohexane N(=C=O)C1=CC=C(C=C1)C1(CC(CC(C1)C)(C)C)C1=CC=C(C=C1)N=C=O